OC=1C=2C(N(C(N1)=O)C)=CN(N2)C2OCCCC2 7-hydroxy-4-methyl-2-(tetrahydro-2H-pyran-2-yl)-2,4-dihydro-5H-pyrazolo[4,3-d]pyrimidin-5-one